C(C)N(C(CCC(=O)OCCC)=O)CC normal-propyl N,N-diethylsuccinamate